2-fluoro-1-(3-(3-(4-isopropyl-phenyl)-1H-pyrazolo[3,4-b]-pyridin-1-yl)azetidin-1-yl)prop-2-en-1-one FC(C(=O)N1CC(C1)N1N=C(C=2C1=NC=CC2)C2=CC=C(C=C2)C(C)C)=C